N-acetylacetamide C(C)(=O)NC(C)=O